C1(CC1)C1=CC2=C(C(=NO2)C=2C(=C(C=C(C2)CC)S(=O)(=O)N)OC)C=C1 (6-cyclopropylbenzo[d]isoxazol-3-yl)-5-ethyl-2-methoxybenzenesulfonamide